C(C(=C)C)(=O)OC(C(C)(COC(C(=C)C)=O)C)C methyl-neopentyl glycol dimethacrylate